CN(C(OC(C)(C)C)=O)C=1C=C(C=2N(C1)C=CN2)C tert-butyl N-methyl-N-(8-methylimidazo[1,2-a]pyridin-6-yl)carbamate